6,7-dimethoxy-2-(5-methylbenzo[d]isoxazol-3-yl)-4-(morpholine-4-carbonyl)isoquinolin-1(2H)-one COC=1C=C2C(=CN(C(C2=CC1OC)=O)C1=NOC2=C1C=C(C=C2)C)C(=O)N2CCOCC2